N-((4,6-dimethyl-2-oxo-1,2-dihydropyridin-3-yl)methyl)-7-(4-(methyl)phenyl)-2-oxo-1,2-dihydroquinoline-5-carboxamide CC1=C(C(NC(=C1)C)=O)CNC(=O)C=1C=2C=CC(NC2C=C(C1)C1=CC=C(C=C1)C)=O